pentaerythritol 2-Ethylhexanoate C(C)C(C(=O)O)CCCC.C([C@H](O)[C@H](O)CO)O.C([C@H](O)[C@H](O)CO)O.C([C@H](O)[C@H](O)CO)O.C([C@H](O)[C@H](O)CO)O.C([C@H](O)[C@H](O)CO)O